1-(3-methylpyrazin-2-yl)cyclopropane-1-carboxylic acid CC=1C(=NC=CN1)C1(CC1)C(=O)O